OC(C[C@H](N)C(=O)O)CCN γ-hydroxylysine